N-isopropyl-5-(3-(6-(4-isopropyl-4H-1,2,4-triazol-3-yl)pyridin-2-yl)-2-oxoimidazolidin-1-yl)pyridine-2-carboxamide C(C)(C)NC(=O)C1=NC=C(C=C1)N1C(N(CC1)C1=NC(=CC=C1)C1=NN=CN1C(C)C)=O